N1N=NN=C1C1=CC(=C(CN2CCN(CC2)C(=O)N2N=C(C(=C2)Cl)C(=O)O)C=C1)C(F)(F)F 1-(4-(4-(1H-tetrazol-5-yl)-2-(trifluoromethyl)benzyl)piperazine-1-carbonyl)-4-chloro-1H-pyrazole-3-carboxylic acid